ClC1=C(C2=CC=CC=C2C=C1OC)C1=C(C=2N=C(N=C(C2C=N1)OCC(F)(F)F)OC[C@]12CCCN2C[C@@H](C1)F)F 7-(2-chloro-3-methoxynaphthalen-1-yl)-8-fluoro-2-(((2R,7aS)-2-fluorohexahydro-1H-pyrrolizin-7a-yl)methoxy)-4-(2,2,2-trifluoroethoxy)pyrido[4,3-d]pyrimidine